1-[4-(4-Hydroxypiperidin-1-yl)phenyl]-3-[3-methoxy-4-(3-methylbutoxy)phenyl]prop-2-en-1-one OC1CCN(CC1)C1=CC=C(C=C1)C(C=CC1=CC(=C(C=C1)OCCC(C)C)OC)=O